C(C)(C)(C)OC(=O)N1C(=CC=2C=NC(=CC21)C#N)C(OCC)OCC 6-cyano-2-(diethoxymethyl)pyrrolo[3,2-c]Pyridine-1-carboxylic acid tert-butyl ester